CC1=C(C=CC2=C(C=CC=C12)C)C(=O)O 1,5-dimethyl-2-naphthoic acid